FC(CN1C(NC=2N=CNC(C12)=O)=O)(C(F)(F)F)F 7-(2,2,3,3,3-pentafluoropropyl)-7,9-dihydro-1H-purine-6,8-dione